N-(methoxycarbonyl)-N-methyl-L-phenylalanine COC(=O)N([C@@H](CC1=CC=CC=C1)C(=O)O)C